FC1(C(N(C2=CC=CC=C12)C)=O)CC1=CC=CC2=CC=CC=C12 3-fluoro-1-methyl-3-(naphthalen-1-ylmethyl)indolin-2-one